NC1CCC(CC1)NC1=NC=CC(=N1)C=1C=NC=CC1OC1=C(C=C(C=C1)NS(=O)(=O)C1=C(C=C(C(=C1)Cl)Br)F)F N-[4-[[3-[2-[(1r,4r)-(4-Aminocyclohexyl)amino]pyrimidin-4-yl]-4-pyridyl]oxy]-3-fluorophenyl]4-bromo-5-chloro-2-fluorobenzenesulfonamide